ClC1=C2C(=NC(=C1)N(C=1C(=CC(=NC1)C#N)C)C)N(C=N2)C 5-[(7-chloro-3-methyl-3H-imidazo[4,5-b]pyridin-5-yl)-methyl-amino]-4-methyl-pyridine-2-carbonitrile